1-(5-(4-methylphenyl)-1H-benzo[d]imidazol-2-yl)methanone CC1=CC=C(C=C1)C1=CC2=C(NC(=N2)C=O)C=C1